O=C1NC([C@H](N1)CC1=CC(=NN1)CC(=O)O)=O (R)-2-(5-((2,5-dioxoimidazolidin-4-yl)methyl)-1H-pyrazol-3-yl)acetic acid